tert-Butyl 3-[4-(3-ethynyl-2-fluoro-anilino)pyrido[3,4-d]pyrimidin-6-yl]azetidine-1-carboxylate C(#C)C=1C(=C(NC=2C3=C(N=CN2)C=NC(=C3)C3CN(C3)C(=O)OC(C)(C)C)C=CC1)F